(1r,4r)-4-[(3aR,9bR)-7-[(2,5-dichlorophenyl)methoxy]-9b-(4-fluorobenzenesulfonyl)-1H,2H,3H,3aH,4H,5H,9bH-benzo[e]indole-3-carbonyl]cyclohexane-1-carboxylic acid ClC1=C(C=C(C=C1)Cl)COC1=CC2=C([C@@]3(CCN([C@@H]3CC2)C(=O)C2CCC(CC2)C(=O)O)S(=O)(=O)C2=CC=C(C=C2)F)C=C1